COC1=C(C=NN1C)NC1=NN(C2=CC(=CC=C12)C(C)(C)O)C 2-{3-[(5-methoxy-1-methyl-1H-pyrazol-4-yl)amino]-1-methyl-1H-indazol-6-yl}propan-2-ol